C(C)(C)(C)OC(=O)N1[C@@]2(CO[C@H](C1)C2)C=O (1S,4S)-4-formyl-2-oxa-5-azabicyclo[2.2.1]Heptane-5-carboxylic acid tert-butyl ester